(Z)-4-(1-(4-amino-2-fluorobut-2-en-1-yl)-2-methyl-1H-benzo[d]imidazol-4-yl)-N,N-Dimethylbenzenesulfonamide NC\C=C(\CN1C(=NC2=C1C=CC=C2C2=CC=C(C=C2)S(=O)(=O)N(C)C)C)/F